Bis[2-methyl-4-(4-tert-butylphenyl)-5-methoxy-6-tert-butyl-1H-inden-1-yl]dimethylsilane CC=1C(C2=CC(=C(C(=C2C1)C1=CC=C(C=C1)C(C)(C)C)OC)C(C)(C)C)[Si](C)(C)C1C(=CC2=C(C(=C(C=C12)C(C)(C)C)OC)C1=CC=C(C=C1)C(C)(C)C)C